2-(2-(cyclopropanesulfonamido)pyrimidin-4-yl)-N-(2-fluoro-4-(6-isopropoxypyrazin-2-yl)phenyl)-2-methylpropanamide C1(CC1)S(=O)(=O)NC1=NC=CC(=N1)C(C(=O)NC1=C(C=C(C=C1)C1=NC(=CN=C1)OC(C)C)F)(C)C